COC(=O)C=1C=CC(=C2C=C(N=NC12)CC)N1CCN(CC1)C(=O)OC(C)(C)C.ClC=1C=C2C(=CNC2=CC1)CC1CCC(CC1)C1=CC=CC=C1 5-chloro-3-(4-phenylcyclohexyl)methylindole methyl-5-[4-(tert-butoxycarbonyl)piperazin-1-yl]-3-ethylcinnoline-8-carboxylate